2-(hydroxyamino)-2-iminoacetic acid ethyl ester C(C)OC(C(=N)NO)=O